1-azoniabicyclo[2.2.2]octane bromide [Br-].[NH+]12CCC(CC1)CC2